1-[3-(1-hydroxyethyl)-6-[6-[(6-methylpyridazin-3-yl)amino]benzimidazol-1-yl]-2-pyridinyl]-3-methyl-azetidin-3-carbonitrile OC(C)C=1C(=NC(=CC1)N1C=NC2=C1C=C(C=C2)NC=2N=NC(=CC2)C)N2CC(C2)(C#N)C